N-acetyl-β-alanyl-CoA C(C)(=O)NCCC(=O)SCCNC(CCNC([C@@H](C(COP(OP(OC[C@@H]1[C@H]([C@H]([C@@H](O1)N1C=NC=2C(N)=NC=NC12)O)OP(=O)(O)O)(=O)O)(=O)O)(C)C)O)=O)=O